2-[(3-chloro-5-fluoro-pyridine-4-carbonyl)amino]-4-[4-(5,6,7,8-tetrahydro-1,8-naphthyridin-2-yl)butoxy]butanoic acid ClC=1C=NC=C(C1C(=O)NC(C(=O)O)CCOCCCCC1=NC=2NCCCC2C=C1)F